(2r,3r,4s,5r)-2-(2-chloro-6-(spiro[cyclobutan-1,3'-indol]-1'-yl)-9H-purin-9-yl)-5-(hydroxymethyl)tetrahydrofuran-3,4-diol ClC1=NC(=C2N=CN(C2=N1)[C@@H]1O[C@@H]([C@H]([C@H]1O)O)CO)N1CC2(C3=CC=CC=C13)CCC2